N[C@H](C(=O)N[C@H](C(NC=1SC2=C(N1)C=CC(=C2)OC(F)(F)F)=O)C)C (S)-2-amino-N-((S)-1-oxo-1-((6-(trifluoromethoxy)benzo[d]thiazol-2-yl)amino)propan-2-yl)propanamide